5-(6-(7-methyl-[1,2,4]triazolo[4,3-b]pyridazin-6-yl)-5,6,7,8-tetrahydro-1,6-naphthyridin-3-yl)isothiazole CC1=CC=2N(N=C1N1CC=3C=C(C=NC3CC1)C1=CC=NS1)C=NN2